NN[C@@H](CC(N)=O)C(=O)O N-aminoasparagine